5-(3-(trifluoromethoxy)phenyl)-N-(3-(pyrrolidin-1-ylmethyl)-1,2,4-thiadiazol-5-yl)furan-3-carboxamide FC(OC=1C=C(C=CC1)C1=CC(=CO1)C(=O)NC1=NC(=NS1)CN1CCCC1)(F)F